5-((8-(1-(2-amino-2-oxoethyl)-1H-pyrazol-4-yl)-1-methyl-1H-pyrazolo[3,4-d]pyrrolo[1,2-b]pyridazin-3-yl)amino)-N-(2-(2,2-dimethylpyrrolidin-1-yl)ethyl)-6-methylnicotinamide NC(CN1N=CC(=C1)C=1C=C2N(N=CC3=C2N(N=C3NC=3C(=NC=C(C(=O)NCCN2C(CCC2)(C)C)C3)C)C)C1)=O